BrC=1C=C(C(=NC1)I)OCC1=CC(=CC(=C1)SC)F 5-bromo-3-{[3-fluoro-5-(methylsulfanyl)phenyl]methoxy}-2-iodopyridine